9-(6-spiro[2H-benzofuran-3,1'-cyclopropane]-4-yloxy-3-pyridinyl)-7H-purin-8-one C12(CC1)COC1=C2C(=CC=C1)OC1=CC=C(C=N1)N1C2=NC=NC=C2NC1=O